[(E)-5-methylhex-2-enyl] acetate C(C)(=O)OC\C=C\CC(C)C